3-[7-fluoro-1-methyl-6-[1-[[(3R,4S)-3-fluoro-4-piperidyl]methyl]-4-piperidyl]indazol-3-yl]piperidine-2,6-dione FC=1C(=CC=C2C(=NN(C12)C)C1C(NC(CC1)=O)=O)C1CCN(CC1)C[C@H]1[C@H](CNCC1)F